(R)-2-amino-2-(1-(4-bromo-3-fluorophenyl)cyclopropyl)-1-(4-methylpiperazin-1-yl)ethan-1-one hydrochloride Cl.N[C@@H](C(=O)N1CCN(CC1)C)C1(CC1)C1=CC(=C(C=C1)Br)F